[Si](C)(C)(C(C)(C)C)OC(CN1C(=NC(=C1C1=CC=CC=C1)I)COCC)(C)C 1-{2-[(tert-butyldimethylsilyl)oxy]-2-methylpropyl}-2-(ethoxymethyl)-4-iodo-5-phenyl-1H-imidazole